C(\C=C\C=C\C)N1CCCCC1 N-Sorbyl-Piperidine